nickel aluminum salt [Al].[Ni]